3,3-difluoro-1-[(S)-2-methylpropane-2-sulfinyl]azetidine FC1(CN(C1)[S@@](=O)C(C)(C)C)F